gamma-Glutamyl-S-methylcysteinyl-beta-alanine N[C@@H](CCC(=O)N[C@@H](CSC)C(=O)NCCC(=O)O)C(=O)O